[Si](C)(C)(C(C)(C)C)OC1CN(C1)C(=O)C1=CC=C(C=N1)NC(=O)C1=C(C(=NS1)C1=CC=CC=C1)C1CC1 N-(6-(3-((TERT-BUTYLDIMETHYLSILYL)OXY)AZETIDINE-1-CARBONYL)PYRIDIN-3-YL)-4-CYCLOPROPYL-3-PHENYL-ISOTHIAZOLE-5-CARBOXAMIDE